2-butenoic acid (1,1'-bicyclopentyl)-2-yl ester C1(C(CCC1)OC(C=CC)=O)C1CCCC1